C(C)O[Si](C)(C)C(C)(C)C ethoxytert-butyldimethylsilane